CN1C(=NC2=C1C=CC=C2)C2=CC=C(C=C2)C=2C(=C(C=CC2)C2=CC=C(C=C2)C2=NC1=C(N2C)C=CC=C1)C1=CC=CC=C1 4''-(1-methyl-1H-benzo[d]imidazol-2-yl)-6'-(4-(1-methyl-1H-benzo[d]imidazol-2-yl)phenyl)-[1,1':2',1''-terphenyl]